CC1(CCCCC1)CNC(CC1C(NC2=C(S1)N=CC=C2)=O)=O N-((1-methylcyclohexyl)methyl)-2-(2-oxo-2,3-dihydro-1H-pyrido[2,3-b][1,4]thiazin-3-yl)acetamide